NCCOCCOCCOCCN(CC(=O)NCC1=CC=C(C=C1)C=1N=NC(=NN1)C)CC(NCC1=CC=C(C=C1)C=1N=NC(=NN1)C)=O 1-amino-N-{[4-(6-methyl-1,2,4,5-tetrazin-3-yl)phenyl]methyl}-12-[({[4-(6-methyl-1,2,4,5-tetrazin-3-yl)phenyl]methyl}carbamoyl)methyl]-3,6,9-trioxa-12-azatetradecan-14-amide